C(C)(=O)NC1=CC=C(C=C1)NC(=O)C=1OC2=C(C1)C=CC(=C2)C2=COC=C2 N-(4-acetamidophenyl)-6-(furan-3-yl)benzofuran-2-carboxamide